C(CC(O)(C(=O)O)CC(=O)O)(=O)O.C(C1=CC=CC=C1)OCC1(CCN(CC1)CC1=CC2=C(NC(O2)=O)C=C1)CCC1=CC=CC=C1 6-((4-((benzyloxy)methyl)-4-phenethyl-piperidin-1-yl)methyl)benzo[d]oxazol-2(3H)-one citrate